CC(=O)OC[C@@H]1[C@H]([C@@H]([C@@H]([C@H](O1)O[C@H]2[C@@H]([C@H](O[C@@H]([C@H]2O[C@H]3[C@@H]([C@H]([C@@H](CO3)O)O)O)O[C@H]4[C@@H]([C@H](O[C@@H]([C@H]4O[C@H]5[C@@H]([C@H]([C@@H](CO5)O)O)O)O[C@H]6[C@@H]([C@H](O[C@@H]([C@H]6O)O)CO)O)CO)O)CO)O)O[C@H]7[C@@H]([C@H]([C@@H]([C@H](O7)C(=O)O)O)O)O)O)O The molecule is a heptasaccharide derivative in which a backbone of one glucuronic acid, one 6-O-acetyl and three mannose residues is branched at each of the two non-terminal mannoses with a xylose residue, linked alpha(1->2).